3-(3-ethyl-7-((1-methylpiperidin-4-yl)amino)thieno[3,2-b]pyridin-2-yl)prop-2-yn C(C)C1=C(SC=2C1=NC=CC2NC2CCN(CC2)C)C#CC